BrCC1=C(C(=O)OC)C=CC(=C1)OC(F)(F)F methyl 2-(bromomethyl)-4-(trifluoromethoxy)benzoate